2-chloro-N-(2-chloro-5-(1,3-dioxo-1,3,4,5,6,7-hexahydro-2H-isoindole-2-yl)-4-fluorophenyl)acetamide ClCC(=O)NC1=C(C=C(C(=C1)N1C(C=2CCCCC2C1=O)=O)F)Cl